ClC1=CC2=C(N=N1)N(C=C2)CC2CCN(C1(CC1)C2)C(=O)OC(C)(C)C tert-butyl 7-({3-chloro-7H-pyrrolo[2,3-c]pyridazin-7-yl}methyl)-4-azaspiro[2.5]octane-4-carboxylate